5-((1-(3-(2-bromo-6,7-dihydrothieno[3,2-c]pyridin-5(4H)-yl)-3-oxopropoxy)propan-2-yl)amino)-4-(trifluoromethyl)pyridazin-3(2H)-one BrC1=CC=2CN(CCC2S1)C(CCOCC(C)NC1=C(C(NN=C1)=O)C(F)(F)F)=O